CN1CC2(CN(C2)C2=CC3=C(N=C(S3)CNC(=O)C3(CC4=CC=CC=C4C3)CC(=O)O)C=C2)C1 2-[2-[[6-(6-methyl-2,6-diazaspiro[3.3]heptan-2-yl)-1,3-benzothiazol-2-yl]methylcarbamoyl]indan-2-yl]acetic acid